FC([C@H]1O[C@H](CNC1)CO)(F)F ((2R,6S)-6-(trifluoromethyl)morpholin-2-yl)methanol